tert-butyl (2S,4R)-4-(2,3-dichloro-6-methoxyphenyl)-2-(oxiran-2-yl)pyrrolidine-1-carboxylate ClC1=C(C(=CC=C1Cl)OC)[C@H]1C[C@H](N(C1)C(=O)OC(C)(C)C)C1OC1